C1(CCC1)COCC1=C(N=C(S1)NC1=NC=CC(=C1)C)C1=NC=CC=C1 N-{5-[(Cyclobutylmethoxy)methyl]-4-(pyridin-2-yl)-1,3-thiazol-2-yl}-4-methylpyridin-2-amine